FC1=C(C(=CC=C1)C(F)(F)F)C1CCN(CC1)C(=O)C1=NNC2=C1CN(CC2)C(=O)OC(C)(C)C tert-butyl 3-(4-(2-fluoro-6-(trifluoromethyl)phenyl)piperidine-1-carbonyl)-1,4,6,7-tetrahydro-5H-pyrazolo[4,3-c]pyridine-5-carboxylate